[Pb](Cl)Cl.C1(=CC(=CC=C1)CN)CN m-xylylenediamine lead (ii) chloride